5-(hydroxymethyl)-3-methyl-1H-pyrazole-4-carboxylic acid OCC1=C(C(=NN1)C)C(=O)O